(3R)-1-methanesulfonylpyrrolidin-3-amine hydrochloride Cl.CS(=O)(=O)N1C[C@@H](CC1)N